FC=1C(=CC2=C(C(NC=3CNC[C@H](C23)N(C(=O)C=2NC3=CC(=CC(=C3C2)C)F)C)=O)C1)F (S)-N-(8,9-difluoro-6-oxo-1,2,3,4,5,6-hexahydrobenzo[c][1,7]naphthyridin-1-yl)-6-fluoro-N,4-dimethyl-1H-indole-2-carboxamide